(S)-4-(5-(3,4-difluorophenyl)-8-fluoro-6-(2-hydroxy-1-methoxybutan-2-yl)-1,5-dihydropyrrolo[2,3-f]indazol-7-yl)benzoic acid FC=1C=C(C=CC1F)N1C(=C(C2=C1C=C1C=NNC1=C2F)C2=CC=C(C(=O)O)C=C2)[C@](COC)(CC)O